3-FORMYL-4-NITRO-7-AZAINDOLE C(=O)C1=CNC2=NC=CC(=C12)[N+](=O)[O-]